(2R)-2-(5-fluoro-2-methoxypyridin-4-yl)-1-{(2S)-7-methyl-6-[4-(trifluoromethyl)-1,3-thiazol-2-yl]-3,4-dihydro-1H-spiro[1,8-naphthyridine-2,3'-pyrrolidin]-1'-yl}propan-1-one FC=1C(=CC(=NC1)OC)[C@H](C(=O)N1C[C@]2(CC1)NC1=NC(=C(C=C1CC2)C=2SC=C(N2)C(F)(F)F)C)C